[C]=O Carbon monoxid